C(C)OC(=CC(=O)O)C 3-ETHOXY-2-BUTENOIC ACID